phenolphthalein disodium salt C1=CC=C(C(=C1)C(=C2C=CC(=O)C=C2)C3=CC=C(C=C3)[O-])C(=O)[O-].[Na+].[Na+]